BrC1=C(C=C(C(=O)NC2=CC=C(C=C2)S(=O)(=O)N2CC(NCC2)C)C=C1)I 4-Bromo-3-iodo-N-(4-((3-methylpiperazin-1-yl)sulfonyl)phenyl)benzamide